CCCCCCCCCCCCCC/C=C\OC[C@H](COP(=O)(O)OC[C@H](CO)O)OC(=O)CCCC/C=C\C/C=C\C/C=C\CCCCC 1-(1Z-hexadecenyl)-2-(6Z,9Z,12Z-octadecatrienoyl)-glycero-3-phospho-(1'-sn-glycerol)